exo-N-[(1R)-1-(4-ethoxyphenyl)-2-methoxyethyl]-6-methoxy-1a,6b-dihydro-1H-cyclopropa[4,5]furo[3,2-c]pyridine-1-carboxamide C(C)OC1=CC=C(C=C1)[C@H](COC)NC(=O)C1C2C1OC=1C2=C(N=CC1)OC